[Sn](Cl)(Cl)(Cl)Cl.[Ru] ruthenium-tin chloride